ethynyl-2'-fluoro-2'-deoxyuridine C(#C)[C@@]1([C@@H]([C@H](O)[C@@H](CO)O1)F)N1C(=O)NC(=O)C=C1